Isopropyl ((S)-(((R)-1-(4-amino-2-(ethoxymethyl)-1H-imidazo[4,5-c]quinolin-1-yl) propan-2-yl) oxy) (phenoxy) phosphoryl)-L-alaninate NC1=NC=2C=CC=CC2C2=C1N=C(N2C[C@@H](C)O[P@](=O)(OC2=CC=CC=C2)N[C@@H](C)C(=O)OC(C)C)COCC